C(C)OC(=O)C=1C(C=C2N(CCC3=CC=C(C=C23)OC)C1)=O 10-methoxy-2-oxo-6,7-dihydro-2H-pyrido[2,1-a]Isoquinoline-3-carboxylic acid ethyl ester